3-Cyano-N-(5-(7'-fluoro-3'-methyl-2'-oxo-2',3'-dihydrospiro[cyclobutane-1,1'-pyrrolo[2,3-c]quinolin]-8'-yl)-2-(2-(isopropylamino)ethoxy)pyridin-3-yl)azetidine-1-sulfonamide C(#N)C1CN(C1)S(=O)(=O)NC=1C(=NC=C(C1)C1=CC=2C3=C(C=NC2C=C1F)N(C(C31CCC1)=O)C)OCCNC(C)C